NC(C)C1=NC(=NN1C1=NC=CC=N1)C#N 5-(1-aminoethyl)-1-pyrimidin-2-yl-1,2,4-triazole-3-carbonitrile